4-Ethyl-5-methyl-3-phenyl-1H-pyrrole-2-carbaldehyde C(C)C=1C(=C(NC1C)C=O)C1=CC=CC=C1